4-Dibenzocyclooctanol C1=CC=C(C=2CCCCC3=C(C21)C=CC=C3)O